OC1CCN(CC1)C(=O)OCCN1C[C@@H](CCC1)NC=1N=NC(=C(C1)C)C1=C(C2=C(SC=C2)C=C1)O (R)-2-(3-((6-(4-hydroxybenzo[b]thiophen-5-yl)-5-methylpyridazin-3-yl)amino)piperidin-1-yl)ethyl 4-hydroxypiperidine-1-carboxylate